N-(3-(3-(Dimethylamino)propoxy)-6-(3'-methyl-2'-oxo-2',3'-dihydrospiro[cyclobutane-1,1'-pyrrolo[2,3-c]quinolin]-8'-yl)pyrazin-2-yl)methanesulfonamide CN(CCCOC=1C(=NC(=CN1)C1=CC=2C3=C(C=NC2C=C1)N(C(C31CCC1)=O)C)NS(=O)(=O)C)C